NC1=C(C2=C(N=C(N=C2)N2CCN(CC2)C(=O)[C@@H]2C[C@@H](CC2)N)N1C1=C(C(=CC=C1C)O)C)C(=O)N 6-amino-2-(4-((1S,3R)-3-aminocyclopentane-1-carbonyl)piperazin-1-yl)-7-(3-hydroxy-2,6-dimethylphenyl)-7H-pyrrolo[2,3-d]pyrimidine-5-carboxamide